FC(C=C(CF)F)(F)F 1,1,1,3,4-pentafluoro-2-butene